6-(1-((2,5-dimethylthiophen-3-yl)sulfonyl)piperidin-4-yl)-7-(trifluoromethyl)-[1,2,4]triazolo[1,5-a]pyridine CC=1SC(=CC1S(=O)(=O)N1CCC(CC1)C=1C(=CC=2N(C1)N=CN2)C(F)(F)F)C